ClC(CC=C)CCC=C 4-chloro-1,7-octadiene